BrC1=CC2=C(N(C(=N2)C)C(=O)OC(C)(C)C)C=C1 tert-butyl 5-bromo-2-methyl-1H-benzo[d]imidazole-1-carboxylate